diphenyl-(4-(10-(3-(triphenylsilyl)phenyl)anthracene-9-yl)phenyl)phosphine oxide C1(=CC=CC=C1)P(C1=CC=C(C=C1)C=1C2=CC=CC=C2C(=C2C=CC=CC12)C1=CC(=CC=C1)[Si](C1=CC=CC=C1)(C1=CC=CC=C1)C1=CC=CC=C1)(C1=CC=CC=C1)=O